N-cyclopentyl-1-[5-(pyridin-4-yl)-1H-pyrazole-3-carbonyl]piperidine-4-carboxamide C1(CCCC1)NC(=O)C1CCN(CC1)C(=O)C1=NNC(=C1)C1=CC=NC=C1